CC1(CCC1)N1N=CC(=C1)C1=NC=CC(=C1)N 2-(1-(1-Methylcyclobutyl)-1H-pyrazol-4-yl)pyridin-4-amine